C(=O)(O)COC1=CC=2C(C3=CC=CC=C3SC2C=C1)=O (2-carboxymethoxythioxanthone)